FC1(C(CC(CC1)C(C(=O)NC1=NC=C(C=C1)OC1=CC=C(C=C1)F)C)C1=CNC(C=C1)=O)F 2-(4,4-difluoro-3-(6-oxo-1,6-dihydropyridin-3-yl)cyclohexyl)-N-(5-(4-fluorophenoxy)pyridin-2-yl)propionamide